(S)-2-methyl-1-(cyclopropylmethyl)piperazine hydrochloride Cl.C[C@@H]1N(CCNC1)CC1CC1